N-(cyclopropylmethyl)-5-(imidazo[1,2-b]pyridazin-6-yl)pyrrolo[2,1-f][1,2,4]triazin-2-amine C1(CC1)CNC1=NN2C(C=N1)=C(C=C2)C=2C=CC=1N(N2)C=CN1